(2R)-2-amino-3-(3-(2-ethylcyclohexyl)-5-fluorobenzamido)propanoic acid N[C@@H](C(=O)O)CNC(C1=CC(=CC(=C1)F)C1C(CCCC1)CC)=O